tert-Butyl 4-{[4-amino-6-(azidomethyl)-5-(7-methoxy-5-methyl-1-benzothiophen-2-yl)pyrrolo[2,1-f][1,2,4]triazin-7-yl]methyl}piperazine-1-carboxylate NC1=NC=NN2C1=C(C(=C2CN2CCN(CC2)C(=O)OC(C)(C)C)CN=[N+]=[N-])C=2SC1=C(C2)C=C(C=C1OC)C